8-methyl-2-(3-methyl-1-benzofuran-2-yl)-5-[(1R)-1-(oxan-4-yl)ethoxy]quinoline-4-carboxylic acid CC=1C=CC(=C2C(=CC(=NC12)C=1OC2=C(C1C)C=CC=C2)C(=O)O)O[C@H](C)C2CCOCC2